1-(5-[(5-chlorothiophen-2-yl)methyl]amino-4-methyl-3-(piperidin-4-yl)-1H-pyrazol-1-yl)-2,2-dimethylpropan-1-one ClC1=CC=C(S1)CNC1=C(C(=NN1C(C(C)(C)C)=O)C1CCNCC1)C